2-chloro-N-(3-methylsulfanylphenyl)-5-(trifluoromethyl)pyridine-3-carboxamide ClC1=NC=C(C=C1C(=O)NC1=CC(=CC=C1)SC)C(F)(F)F